nonadienyl acetate CC/C=C\CC/C=C/COC(=O)C